3-butyl-6-hydroxyisobenzofuran-1(3H)-one C(CCC)C1OC(C2=CC(=CC=C12)O)=O